Isophthalic acid bishydroxyethyl ester OCCOC(C1=CC(C(=O)OCCO)=CC=C1)=O